para-toluenediamine CC1(CC=C(C=C1)N)N